4-(4-amino-5-hydroxy-6-methoxy-3-methylbenzo[b]thiophen-2-yl)-2-methyl-4-oxobutanoic acid NC1=C(C(=CC=2SC(=C(C21)C)C(CC(C(=O)O)C)=O)OC)O